1-allyl-4-benzyloxybenzene C(C=C)C1=CC=C(C=C1)OCC1=CC=CC=C1